C1(CCC=CCC1)C(=O)O 4-CYCLOHEPTENE-1-CARBOXYLIC ACID